(R)-[1-(2,5-difluoro-4-methoxy-phenyl)-1H-[1,2,3]triazol-4-yl]-(6-ethyl-imidazo[1,5-a]pyridin-5-yl)-methanol FC1=C(C=C(C(=C1)OC)F)N1N=NC(=C1)[C@H](O)C1=C(C=CC=2N1C=NC2)CC